(S)-N-(1-cyclopropylethyl)-4-morpholinopyrido[3',2':4,5]furo[3,2-d]pyrimidin-2-amine C1(CC1)[C@H](C)NC=1N=C(C2=C(N1)C1=C(O2)N=CC=C1)N1CCOCC1